3-([4-(2-hydroxypropan-2-yl)furan-2-yl]sulfonyl)-1-(2-methylphenyl)urea OC(C)(C)C=1C=C(OC1)S(=O)(=O)NC(NC1=C(C=CC=C1)C)=O